imidazo[1,2-a]pyridine-3,6-dicarboxylic acid N=1C=C(N2C1C=CC(=C2)C(=O)O)C(=O)O